methyl-1-oxa-4,6-diazacycloheptadecane-2,7-dione hydrochloride Cl.CC1C(OCCCCCCCCCCC(NCN1)=O)=O